4-((4-cyclopropyl-5-fluoro-2-(N-methylmethanesulfonamido)phenyl)amino)-N-ethoxy-6-((6-fluoro-2-methylpyridin-3-yl)amino)nicotinamide C1(CC1)C1=CC(=C(C=C1F)NC1=CC(=NC=C1C(=O)NOCC)NC=1C(=NC(=CC1)F)C)N(S(=O)(=O)C)C